N-(2-chloro-4-(trifluoromethyl)phenyl)-1-(4-((1-(2-(2,6-dioxopiperidin-3-yl)-1,3-dioxoisoindoline-5-yl)azetidin-3-yl)ethynyl)-5-methyl-1H-pyrazol-1-yl)cyclobutane-1-Formamide ClC1=C(C=CC(=C1)C(F)(F)F)NC(=O)C1(CCC1)N1N=CC(=C1C)C#CC1CN(C1)C=1C=C2C(N(C(C2=CC1)=O)C1C(NC(CC1)=O)=O)=O